NC=1C(=NC=C(C1)B(O)O)F 3-AMINO-2-FLUOROPYRIDINE-5-BORONIC ACID